C(C)(C)(C)OC(=O)N1CC(CC1(CC)CC)(C(=O)O)F 1-(tert-butoxycarbonyl)-5,5-diethyl-3-fluoropyrrolidine-3-carboxylic acid